tert-butyl (1R,5S,8s)-8-[[5-(3-chlorophenoxy)-1-(propan-2-yl)-1H-1,2,4-triazol-3-yl]amino]-3-azabicyclo[3.2.1]octane-3-carboxylate ClC=1C=C(OC2=NC(=NN2C(C)C)NC2[C@H]3CN(C[C@@H]2CC3)C(=O)OC(C)(C)C)C=CC1